thio disulfide S1SS1